N-(2-hydroxyethyl)-5-((5-(4-(trifluoromethyl)phenyl)oxazol-2-yl)amino)pyridine OCCN1CC=CC(=C1)NC=1OC(=CN1)C1=CC=C(C=C1)C(F)(F)F